4-[4-(1,3-benzoxazol-2-yl)piperidin-1-yl]-7-fluoro-1-methyl-2-oxo-1,2-dihydroquinoline-3-carbonitrile O1C(=NC2=C1C=CC=C2)C2CCN(CC2)C2=C(C(N(C1=CC(=CC=C21)F)C)=O)C#N